rac-2'-chloro-N-(5-(((1R,3S)-3-hydroxy-3-methylcyclohexyl)oxy)-1,3,4-thiadiazol-2-yl)-5'-methoxy-6-methyl-(4,4'-bipyridine)-3-carboxamide ClC1=NC=C(C(=C1)C1=C(C=NC(=C1)C)C(=O)NC=1SC(=NN1)O[C@H]1C[C@@](CCC1)(C)O)OC |r|